C(C)(C)(C)OC(N(C)C1=C(C(=CC=C1[N+](=O)[O-])Br)Cl)=O N-(3-bromo-2-chloro-6-nitro-phenyl)-N-methyl-carbamic acid tert-butyl ester